8-benzyl-2-(bicyclo[2.2.1]heptan-2-ylmethyl)-6-phenylimidazo[1,2-a]pyrazin-3-yl acetate C(C)(=O)OC1=C(N=C2N1C=C(N=C2CC2=CC=CC=C2)C2=CC=CC=C2)CC2C1CCC(C2)C1